C(N)(OCCOCCCC1=CC=CC=2N(C(OC21)=O)C2C(NC(CC2)=O)=O)=O [2-[3-[3-(2,6-dioxo-3-piperidyl)-2-oxo-1,3-benzoxazol-7-yl]propoxy]ethyl] carbamate